C(CC(=O)C)(=O)C1(C=CC(C=C1)(N)C(CC(=O)C)=O)N 1,4-bisacetoacetyl-p-phenylenediamine